C(CCCCCCCC=CC=CC=CCCCC)(=O)OCCCCCCCCCCCCCCCCCCCCCCCCCCCC montanyl eleostearate